(dimethylamino)-3-((3-(((2S)-1-(2-((E)-4-(dimethylamino)-N-methylbut-2-enamido)propanamido)propan-2-yl)oxy)-5-fluorophenyl)amino)-6-ethylpyrazine-2-carboxamide CN(C)C=1N=C(C(=NC1CC)C(=O)N)NC1=CC(=CC(=C1)F)O[C@H](CNC(C(C)N(C(\C=C\CN(C)C)=O)C)=O)C